BrC1=CC=2N(C=C1)C(=NN2)N2N=C(C=C2)C(=O)NCC(=O)OCC ethyl (1-(7-bromo-[1,2,4]triazolo[4,3-a]pyridin-3-yl)-1H-pyrazole-3-carbonyl)glycinate